2-[[7-[4-(2,8-diazaspiro[4.5]decan-8-yl)-3-fluoro-phenyl]-4,5,13-trimethyl-3-thia-1,8,11,12-tetrazatricyclo[8.3.0.02,6]trideca-2(6),4,7,10,12-pentaen-9-yl]methyl]oxazole C1NCCC12CCN(CC2)C2=C(C=C(C=C2)C=2C=1C(=C(SC1N1C(=NN=C1C(N2)CC=2OC=CN2)C)C)C)F